methylsulfonyl-glycine CS(=O)(=O)NCC(=O)O